2,4-dibromobenzene BrC1=CC=CC(=C1)Br